FC(C1=NN=C(O1)C1=CC(=C(CN2N=NC(=C2)C=2C=C(C=CC2)NC(=O)C2CN(C2)C)C(=C1)F)F)F N-(3-(1-(4-(5-(difluoromethyl)-1,3,4-oxadiazol-2-yl)-2,6-difluorobenzyl)-1H-1,2,3-triazol-4-yl)phenyl)-1-methylazetidine-3-carboxamide